FC1=C(C2=C(C(=N1)OC)N=C(S2)NC(=O)N2CC1(CC2)CCOCC1)C1CCOCC1 8-Oxa-2-aza-spiro[4.5]decane-2-carboxylic acid [6-fluoro-4-methoxy-7-(tetrahydro-pyran-4-yl)-thiazolo[4,5-c]pyridin-2-yl]-amide